FC(C=1C=C(C=C(C1)C(F)(F)F)C1(CC1)N(C(=O)N([C@H]1[C@@H](CN(CC1)C(=O)OC(C)(C)C)C1=CC(=CC(=C1)Cl)Cl)C)C)(F)F |o1:19,20| tert-butyl (3R*,4R*)-4-{[{1-[3,5-bis(trifluoromethyl)phenyl]cyclopropyl}(methyl)carbamoyl](methyl)amino}-3-(3,5-dichlorophenyl)piperidine-1-carboxylate